3-(4-(2-(4-(3-((4-((8-cyclopentyl-7-oxo-7,8-dihydropyrido[2,3-d]pyrimidin-2-yl)amino)piperidin-1-yl)sulfonyl)phenoxy)piperidin-1-yl)ethoxy)-1-oxoisoindolin-2-yl)-piperidine-2,6-dione C1(CCCC1)N1C(C=CC2=C1N=C(N=C2)NC2CCN(CC2)S(=O)(=O)C=2C=C(OC1CCN(CC1)CCOC1=C3CN(C(C3=CC=C1)=O)C1C(NC(CC1)=O)=O)C=CC2)=O